N-[(2,4-Dimethoxyphenyl)methyl]-N-[1-(1-isopropylazetidin-3-yl)ethyl]-5-[4-(trifluoromethyl)phenoxy]naphthalene-2-carboxamide COC1=C(C=CC(=C1)OC)CN(C(=O)C1=CC2=CC=CC(=C2C=C1)OC1=CC=C(C=C1)C(F)(F)F)C(C)C1CN(C1)C(C)C